1,1,1,2,2,4,5,5,5-nonafluoro-4-(trifluoromethyl)pentan-3-one FC(C(C(C(C(F)(F)F)(C(F)(F)F)F)=O)(F)F)(F)F